ClC=1C=C(N)C=CC1N1CC(OC(C1)C)C 3-chloro-4-(2,6-dimethylmorpholino)aniline